C(C)(C)(C)S(=O)NC(C)C=1C(=C(C(=C2C=NNC12)C=1N=CC=2N(C1)C=C(N2)NC(=O)[C@H]2[C@H](C2)F)Cl)F (1S,2S)-N-(6-(7-(1-((tert-butylsulfinyl)amino)ethyl)-5-chloro-6-fluoro-1H-indazol-4-yl)imidazo[1,2-a]pyrazin-2-yl)-2-fluorocyclopropane-1-carboxamide